2-(but-3-en-2-yl)-4-methyl-2,3,4,6,7,8-hexahydro-5H-chromen-5-one CC(C=C)C1OC=2CCCC(C2C(C1)C)=O